(8-fluoro-4-isopropyl-6-(4,4,5,5-tetramethyl-1,3,2-dioxaborolan-2-yl)quinolin-3-yl)methanol FC=1C=C(C=C2C(=C(C=NC12)CO)C(C)C)B1OC(C(O1)(C)C)(C)C